trimethoxybenzoic acid methyl ester COC1=C(C(=C(C=C1)C(=O)OC)OC)OC